BrCC1=C(C=C(C(=C1)C)CBr)C 1,4-bis(bromomethyl)-2,5-dimethylbenzene